NC=1C=C(C=CC(=O)O)C=CC1 m-aminocinnamic acid